C(C)(C)OC1=CC=C(C=C1)C=1C=NC(=NC1)CNC1=CC(=NC(=C1)C(F)(F)F)C=1C=NN(C1)C N-((5-(4-Isopropoxyphenyl)pyrimidin-2-yl)methyl)-2-(1-methyl-1H-pyrazol-4-yl)-6-(trifluoromethyl)pyridin-4-amine